C(C)(CC)NCCCCCCCCNC(C)CC N,N'-di-sec-butyl-1,8-diaminooctane